tert-butyl (3S)-3-(hydroxymethyl)-2-oxa-5-azabicyclo[4.1.0]heptane-5-carboxylate OC[C@H]1OC2CC2N(C1)C(=O)OC(C)(C)C